tert-Butyl (±)-trans-4-phenyl-3-[(3-methylisoquinolin-5-yl)carbamoyl]pyrrolidine-1-carboxylate C1(=CC=CC=C1)[C@H]1[C@@H](CN(C1)C(=O)OC(C)(C)C)C(NC1=C2C=C(N=CC2=CC=C1)C)=O |r|